methyl 2-((1-(3,6-dimethyl-4-oxo-2-phenyl-3,4-dihydroquinazolin-8-yl)ethyl)amino)benzoate CN1C(=NC2=C(C=C(C=C2C1=O)C)C(C)NC1=C(C(=O)OC)C=CC=C1)C1=CC=CC=C1